[I-].C(CCCCCCCCC)[N+](CC)(CC)CCCCCCCCCC didecyldiethyl-ammonium iodide